2-methyl-acrylic acid 2-(3-isocyanato-4-methyl-phenylcarbamoyloxy)-ethyl ester N(=C=O)C=1C=C(C=CC1C)NC(=O)OCCOC(C(=C)C)=O